ClC1=CC=C(C=C1)C1=CC=C(C=C1)I 4-chloro-4'-iodobiphenyl